ClC=1C=C2C=CN(C2=C(C1)C1=C2C(=NC=C1)C=C(S2)CN2C(N(C=C(C2=O)Cl)C)=O)CC2(CCNCC2)C#N 4-((5-Chloro-7-(2-((5-Chloro-3-methyl-2,6-dioxo-3,6-dihydropyrimidin-1(2H)-yl)Methyl)thieno[3,2-b]pyridin-7-yl)-1H-indol-1-yl)methyl)piperidine-4-carbonitrile